(5-bromo-2-methyl-4-oxoquinazolin-3(4H)-yl)piperidine-2,6-dione BrC1=C2C(N(C(=NC2=CC=C1)C)N1C(CCCC1=O)=O)=O